8-(5-(2-cyclopentyl-1,2,3,4-tetrahydroisoquinolin-6-yl)-1H-pyrazolo[3,4-b]pyridin-3-yl)-3,4-dihydrobenzo[f][1,4]oxazepin-5(2H)-one C1(CCCC1)N1CC2=CC=C(C=C2CC1)C=1C=C2C(=NC1)NN=C2C2=CC1=C(C(NCCO1)=O)C=C2